2-(1-acryloylpiperidine-3-yl)-4-(4-phenoxyphenyl)oxazole-5-carboxamide C(C=C)(=O)N1CC(CCC1)C=1OC(=C(N1)C1=CC=C(C=C1)OC1=CC=CC=C1)C(=O)N